COC(CCCCCC1C2C=CC(C1)C2)=O bicyclo[2.2.1]Hept-5-ene-2-hexanoic acid-methyl ester